2,3,5,6-tetrafluorobenzyl chloride FC1=C(CCl)C(=C(C=C1F)F)F